C1(CC1)S(=O)(=O)NC1=NC=CC(=N1)C(CC)NC(C1=C(C=C(C=C1)C=1C=NC=C(C1)C(F)(F)F)F)=O N-(1-(2-(cyclopropanesulfonamido)pyrimidin-4-yl)propyl)-2-fluoro-4-(5-(trifluoromethyl)pyridin-3-yl)benzamide